(S)-2-((((9H-fluoren-9-yl)methoxy)carbonyl)(methyl)amino)-3-(4-propoxyphenyl)propanoic acid C1=CC=CC=2C3=CC=CC=C3C(C12)COC(=O)N([C@H](C(=O)O)CC1=CC=C(C=C1)OCCC)C